acetic acid, citrate salt C(CC(O)(C(=O)O)CC(=O)O)(=O)O.C(C)(=O)O